O(C1=CC=CC=C1)CCCN(CC1=CC=C(OC(C(=O)O)(C)C)C=C1)C1=CC(=CC(=C1)C(F)(F)F)C(F)(F)F 2-[4-[1-[(3-phenoxypropyl)(3,5-bistrifluoromethylphenyl)amino]methyl]phenoxy]-2-methylpropanoic acid